NC1=C(N=CC(=N1)N1CCC2(CC1)C(C1=CC(=CC=C1C2)SC)N)SC2=C(C(=NC=C2)N)Cl 1'-(6-amino-5-((2-amino-3-chloro-pyridin-4-yl)thio)pyrazin-2-yl)-6-(methylthio)-1,3-dihydrospiro[indene-2,4'-piperidin]-1-amine